4-Chloro-1-[4-(1,1-difluoroethyl)phenyl]sulfonyl-3-[(3R,4S)-3-fluoro-4-methyl-pyrrolidin-1-yl]indazole ClC1=C2C(=NN(C2=CC=C1)S(=O)(=O)C1=CC=C(C=C1)C(C)(F)F)N1C[C@@H]([C@H](C1)C)F